trimethyl-ammonium tetrakis(p-trifluoromethylphenyl)borate FC(C1=CC=C(C=C1)[B-](C1=CC=C(C=C1)C(F)(F)F)(C1=CC=C(C=C1)C(F)(F)F)C1=CC=C(C=C1)C(F)(F)F)(F)F.C[NH+](C)C